1-[3-fluoro-5-(fluoromethoxy)pyridin-4-yl]ethane-1-ol FC=1C=NC=C(C1C(C)O)OCF